CSC(SC)=NC(C(=O)N)=C (2S)-2-[bis(methylsulfanyl)methyleneamino]acrylamide